ICCCCOC1=CC=C(C=C1)OC 1-(4-iodobutoxy)-4-methoxybenzene